C[C@H]1CC(C[C@H](C1)C)[C@@H](C(=O)NC1=CC=C(C=C1)C=1C(=NNC1C)C)NC(=O)C=1N(N=CC1)[C@H](CO)C N-[(1S)-1-[(3R,5s)-3,5-dimethylcyclohexyl]-2-[4-(3,5-dimethyl-1H-pyrazol-4-yl)anilino]-2-oxo-ethyl]-2-[(1S)-2-hydroxy-1-methyl-ethyl]pyrazole-3-carboxamide